5-[(4-aminobutyl){2-[(tert-butyl)bis(methyl)siloxy]-7-(1-octylnonylcarbonyloxy) heptyl}amino]-4-[(tert-butyl)bis(methyl)siloxy]pentyl dodecanoate C(CCCCCCCCCCC)(=O)OCCCC(CN(CC(CCCCCOC(=O)C(CCCCCCCC)CCCCCCCC)O[Si](C)(C)C(C)(C)C)CCCCN)O[Si](C)(C)C(C)(C)C